FC1=C(C#N)C=C(C=C1)CN1CCC2(CCN(C2)S(=O)(=O)C=2C=NC(=CC2)N2C(OCC2)=O)CC1 2-Fluoro-5-((2-((6-(2-oxooxazolidin-3-yl)pyridin-3-yl)sulfonyl)-2,8-diazaspiro[4.5]decan-8-yl)methyl)benzonitrile